6-chloro-8-iodo-N-[(1S)-1-[2-(6-methoxypyridazin-3-yl)-1,2,4-triazol-3-yl]ethyl]-N-methyl-quinazolin-4-amine ClC=1C=C2C(=NC=NC2=C(C1)I)N(C)[C@@H](C)C=1N(N=CN1)C=1N=NC(=CC1)OC